CN(C)\C=C/1\CC2=CC=C(C=C2CC1)OC (E)-2-(dimethylaminomethylene)-6-methoxy-3,4-dihydronaphthalen